C(C)(=O)OC[C@@H]1[C@H]([C@H](CC(O1)CC(=O)O)CC(=O)O)O (4R,5S,6R)-6-(acetoxymethyl)-5-hydroxytetrahydro-2H-pyran-2,4-diacetic acid